3-(4-t-butylphenyl)propane-1,3-dione C(C)(C)(C)C1=CC=C(C=C1)C(CC=O)=O